FC=1C=C(C=CC1C)[C@@]1(CN(CC1)C(=O)NC1=C(C=CC(=C1)C(C)(C)O)OC)C1=NC=NS1 (S)-3-(3-fluoro-4-methylphenyl)-N-(5-(2-hydroxypropan-2-yl)-2-methoxyphenyl)-3-(1,2,4-thiadiazol-5-yl)pyrrolidine-1-carboxamide